(7-(2-(4-(6-fluorobenzo[b]thiophen-4-yl)piperazin-1-yl)ethyl)-2-oxo-3,4-dihydroquinolin-1(2H)-yl)methyl hexanoate C(CCCCC)(=O)OCN1C(CCC2=CC=C(C=C12)CCN1CCN(CC1)C1=CC(=CC=2SC=CC21)F)=O